azobis(methylisobutyrate) N(=NC(C(=O)[O-])(CC)C)C(C(=O)[O-])(CC)C